ClC=1C=CC=C2C(=C(NC12)C1CCCCC1)C=O 7-CHLORO-2-CYCLOHEXYL-1H-INDOLE-3-CARBOXALDEHYDE